benzyl (3S)-1,1-dihydroxymethyl-1,2,3,4-tetrahydro-beta-carboline-3-carboxylate OCC1(N[C@@H](CC=2C3=CC=CC=C3NC12)C(=O)OCC1=CC=CC=C1)CO